NC=1C=CC=2N(C3=CC=CC=C3C2C1)CC1=CC=C(CP(OCC)(OCC)=O)C=C1 diethyl (4-((3-amino-9H-carbazol-9-yl)methyl)benzyl)phosphonate